N[C@@H]1[C@@H](OCC12CCN(CC2)C=2N(C(C1=C(N2)NN=C1C#CC1=C(C=CC=C1)Cl)=O)C)C 6-((3S,4S)-4-amino-3-methyl-2-oxa-8-azaspiro[4.5]decan-8-yl)-3-((2-chlorophenyl)ethynyl)-5-methyl-1,5-dihydro-4H-pyrazolo[3,4-d]pyrimidin-4-one